FC1=CC=C(C=C1)CC[C@@](C)(O)[C@H]1CC[C@H]2[C@@H]3CC[C@H]4C[C@H](CC[C@@]4([C@H]3CC[C@]12C)C)O (3S,5S,8R,9S,10S,13S,14S,17S)-17-((R)-4-(4-fluorophenyl)-2-hydroxybutan-2-yl)-10,13-dimethylhexadecahydro-1H-cyclopenta[a]phenanthren-3-ol